OC1=CC=C(C=C1)C(C1=CC=CC=C1)(C1=CC=CC=C1)C1=CC=C(C=C1)O bis(4-hydroxyphenyl)diphenyl-methane